1-methylsulfonylmethyl-3-imidazolium chloride [Cl-].CS(=O)(=O)CN1C=[NH+]C=C1